(2S,4S)-N-(3-Chloro-4-fluorophenyl)-1-(3-cyano-6-methyl-4-(trifluoromethyl)-pyridin-2-yl)-4-(2-(hydroxymethyl)morpholino)-N-methylpyrrolidine-2-carboxamide ClC=1C=C(C=CC1F)N(C(=O)[C@H]1N(C[C@H](C1)N1CC(OCC1)CO)C1=NC(=CC(=C1C#N)C(F)(F)F)C)C